CC([C@H]1CC[C@H]2[C@@H]3CCC4CC=CC[C@]4(C)[C@H]3CC[C@]12C)O pregn-2-en-20-ol